C[C@H]1CCO[C@@H](C1)C=C(C)C The molecule is a rose oxide in which both of the stereocentres have S configuration. It is also known as (+)-trans-rose oxide. It is an enantiomer of a (2R,4R)-rose oxide.